(1R,3S,5R)-2-(2-(4-amino-6-phenyl-9H-pyrido[2',3':4,5]pyrrolo[2,3-d]pyrimidin-9-yl)acetyl)-N-(6-bromopyridin-2-yl)-2-azabicyclo[3.1.0]hexane-3-carboxamide NC=1C2=C(N=CN1)N(C1=C2N=C(C=C1)C1=CC=CC=C1)CC(=O)N1[C@@H]2C[C@@H]2C[C@H]1C(=O)NC1=NC(=CC=C1)Br